8-(bromomethyl)-6-chloro-1,5-naphthyridin-4-yl triflate O(S(=O)(=O)C(F)(F)F)C1=CC=NC2=C(C=C(N=C12)Cl)CBr